C(C)N1C=CC2=CC=C(C=C12)C Ethyl-6-methyl-1H-indole